1-chloromethyl-5-hydroxy-1,2-dihydro-3H-benzo[e]indole ClCC1CNC=2C=C(C3=C(C12)C=CC=C3)O